cyclopentene-1-ethanol C1(=CCCC1)CCO